COC(=O)C1=NC(=C(N=C1)OCC1=CC=C(C=C1)OC)C1=C(C(=CC=C1)Cl)Cl 6-(2,3-dichlorophenyl)-5-[(4-methoxyphenyl)methoxy]Pyrazine-2-carboxylic acid methyl ester